C(N)(OC1=C(N=NN1C)C1=NC=C(N=C1)NC(=O)C1(CC1)C#N)=O (5-(1-cyanocyclopropane-1-carboxamido) pyrazine-2-Yl)-1-methyl-1H-1,2,3-triazol-5-yl carbamate